C[C@H]1C(=C(N2C([C@@H]([C@@H]12)[C@@H](C)NC(CNC)=O)=O)C(=O)O)S[C@@H]1CN[C@@H](C1)CNS(=O)(=O)N1CCNCC1 (4R,5S,6R)-4-methyl-6-((R)-1-(2-(methylamino)acetamido)ethyl)-7-oxo-3-((3S,5S)-5-((piperazine-1-sulfonamido)methyl)pyrrolidin-3-ylthio)-1-azabicyclo[3.2.0]hept-2-ene-2-carboxylic acid